4-(3-amino-1-(4-(1-(2-hydroxyethyl)-1H-pyrazol-4-yl)phenyl)-1H-pyrazol-5-yl)-2-fluorobenzonitrile NC1=NN(C(=C1)C1=CC(=C(C#N)C=C1)F)C1=CC=C(C=C1)C=1C=NN(C1)CCO